N-(4-cyclobutyl-5-(4-fluorophenyl)-1-methyl-1H-pyrazol-3-yl)-1-phenylcyclopropane-1-carboxamide C1(CCC1)C=1C(=NN(C1C1=CC=C(C=C1)F)C)NC(=O)C1(CC1)C1=CC=CC=C1